CN1N=CC(=C1)C1=CNC=2N=CN=C(C21)NCC2=NC(=CC=C2)C2CCNCC2 5-(1-methyl-1H-pyrazol-4-yl)-N-((6-(piperidin-4-yl)pyridin-2-yl)methyl)-7H-pyrrolo[2,3-d]pyrimidin-4-amine